CC=1N=C2N(N=C(C(=C2)C)N2CC=3C=C(C=NC3CC2)C=2C=NN(C2)CC(F)(F)F)C(C1)=O 2,8-dimethyl-7-(3-(1-(2,2,2-trifluoroethyl)-1H-pyrazol-4-yl)-7,8-dihydro-1,6-naphthyridin-6(5H)-yl)-4H-pyrimido[1,2-b]pyridazin-4-one